3-azaspiro[5.5]undecan-9-amine C1CNCCC12CCC(CC2)N